cis-tert-Butyl 3-(hydroxymethyl)-3-nitro-cyclobutanecarboxylate OCC1(CC(C1)C(=O)OC(C)(C)C)[N+](=O)[O-]